(2R)-2-amino-1-[2-(3,4-dihydro-2H-1,4-benzoxazine-6-sulfonyl)-2H,4H,5H,6H-pyrrolo[3,4-c]pyrazol-5-yl]-2-(2-fluorophenyl)ethan-1-one N[C@@H](C(=O)N1CC2=NN(C=C2C1)S(=O)(=O)C=1C=CC2=C(NCCO2)C1)C1=C(C=CC=C1)F